N-(2-chlorobenzyl)-2-(3-(pyridin-2-yl)-4-(quinolin-4-yl)-1H-pyrazol-1-yl)acetamide ClC1=C(CNC(CN2N=C(C(=C2)C2=CC=NC3=CC=CC=C23)C2=NC=CC=C2)=O)C=CC=C1